P(O)(=O)(OP(=O)(O)OP(=O)(O)O)OC[C@@H]1[C@H]([C@H]([C@@H](O1)C1=CN(C(=O)NC1=O)C)O)O.N=1C=CN2C1N=CC(=C2)C=2C=CN1N=C(N=C(C12)OC)NC1CCN(CC1)C(C)=O 1-(4-((5-(imidazo[1,2-a]pyrimidin-6-yl)-4-methoxypyrrolo[2,1-f][1,2,4]triazin-2-yl)amino)piperidin-1-yl)ethan-1-one N1-methylpseudouridine-5'-Triphosphate